C(CCCCCCCCCCCCCCC)(=O)OC(C(=O)O)=CCCC (PALMITOYLOXY)HEX-2-ENOIC ACID